C(C1=CC=CC=C1)OC1=C(C(=NC(=C1)C)Cl)C1=NNC=C1 4-benzyloxy-2-chloro-6-methyl-3-(1H-pyrazol-3-yl)pyridine